C1(CC1)[C@H](CP(OCC)(=O)Cl)C1=CC(=CC=C1)OC ethyl ((S)-2-cyclopropyl-2-(3-methoxyphenyl)ethyl)phosphonochloridate